FC1(CN(CC1)C1=NC=CC(=C1NC(C1=CC=C(C=C1)C(C)C)=O)C1=CC=NN1)F N-(2-(3,3-difluoropyrrolidin-1-yl)-4-(1H-pyrazol-5-yl)pyridin-3-yl)-4-isopropylbenzamide